ClC1=NC=C(C(=N1)NC1=CC2=C(N(C(N2CCC(C)(C)O)=O)CC(C)(C)O)C=C1)Cl 5-((2,5-dichloropyrimidin-4-yl)amino)-1-(2-hydroxy-2-methylpropyl)-3-(3-hydroxy-3-methylbutyl)-1,3-dihydro-2H-benzo[d]imidazol-2-one